NC=1C=C(C=C(C1)C(=O)OC)C1=CC=C(C=C1)C1CCN(CC1)C(=O)OC(C)(C)C tert-Butyl 4-(3'-amino-5'-(methoxycarbonyl)-[1,1'-biphenyl]-4-yl)piperidine-1-carboxylate